1-Methyl-2-(6-trifluoromethoxy-benzothiazol-2-ylamino)-1H-benzoimidazole-5-carboxylic acid (2-methanesulfonylamino-ethyl)-amide CS(=O)(=O)NCCNC(=O)C1=CC2=C(N(C(=N2)NC=2SC3=C(N2)C=CC(=C3)OC(F)(F)F)C)C=C1